(E)-2-(2-nitro-1-buten-1-yl)phenol [N+](=O)([O-])/C(=C/C1=C(C=CC=C1)O)/CC